BrC1=C(C(=CC=C1)F)F 1-bromo-2,3-difluoro-benzene